di(tridecan-6-yl) 3,3'-(((1-(2-(dimethylamino)ethyl)-1H-pyrazol-4-yl)methyl)azanediyl)dipropionate CN(CCN1N=CC(=C1)CN(CCC(=O)OC(CCCCC)CCCCCCC)CCC(=O)OC(CCCCC)CCCCCCC)C